C(C1=CC=CC=C1)OC1CCN(CC1)S(=O)(=O)NC(C1=C(C=C(C(=C1)Cl)OCC1CCCC1)F)=O N-((4-(benzyloxy)piperidin-1-yl)sulfonyl)-5-chloro-4-(cyclopentylmethoxy)-2-fluorobenzamide